FC1(CCC2=C1N=C(N=C2C2=CC1=C([C@H](CO1)NS(=O)(=O)C)C=C2)N2[C@H](CC2)C)F N-((R)-6-(7,7-difluoro-2-((S)-2-methylazetidin-1-yl)-6,7-dihydro-5H-cyclopenta[d]pyrimidin-4-yl)-2,3-dihydrobenzofuran-3-yl)methanesulfonamide